2-(6-(2-ethyl-5-fluoro-4-hydroxyphenyl)-1H-indazol-3-yl)-N,N-dimethyl-4,6-Dihydropyrrolo[3,4-d]Imidazole-5(1H)-carboxamide C(C)C1=C(C=C(C(=C1)O)F)C1=CC=C2C(=NNC2=C1)C1=NC2=C(N1)CN(C2)C(=O)N(C)C